C1=CC(=CC=2SC3=C(C21)C=CC=C3)C(=O)NCC(=O)N3[C@@H](C[C@H](C3)OC(F)F)C(=O)OC methyl (2S,4R)-1-((dibenzo[b,d]thiophene-3-carbonyl)glycyl)-4-(difluoromethoxy)pyrrolidine-2-carboxylate